2,2'-[1,4-Phenylenebis(oxymethylene)]bisoxirane C1(=CC=C(C=C1)OCC1OC1)OCC1OC1